1,1-Dimethylpropylen CC(=CC)C